5-chloro-2-({[(3S)-oxolan-3-yl]amino}methyl)-7,8-dihydro-6H-spiro[[1,3]oxazolo[5,4-f]quinazoline-9,1'-cyclohexan]-7-one ClC=1C=C2C(=C3C1NC(NC31CCCCC1)=O)OC(=N2)CN[C@@H]2COCC2